7-cyclopropyl-3-{2-[(6,6-dimethylpiperidin-3-yl)amino]-5-(trifluoromethyl)pyrimidin-4-yl}-6,6-dimethyl-1H,4H,5H,6H,7H,8H-pyrrolo[2,3-c]azepin-8-one C1(CC1)N1C(C2=C(CCC1(C)C)C(=CN2)C2=NC(=NC=C2C(F)(F)F)NC2CNC(CC2)(C)C)=O